2,6-dihydroxyquinoline OC1=NC2=CC=C(C=C2C=C1)O